5-PHENYL-1H-PYRROLO[2,3-B]PYRIDINE-2-BORONIC ACID C1(=CC=CC=C1)C=1C=C2C(=NC1)NC(=C2)B(O)O